ClC1=C(C=CC(=C1)C)C 2-chloro-1,4-dimethylbenzene